2,7-dibromo-10H-phenothiazine-5-oxide BrC1=CC=2NC3=CC=C(C=C3S(C2C=C1)=O)Br